FC(C=1C=C(C=C(C1)C(F)(F)F)N=C=O)(F)F 3,5-bis(trifluoromethyl)phenyl isocyanate